C(C1=CC=CC=C1)OC1O[C@@H]([C@@H]([C@@H]([C@H]1OCC1=CC=CC=C1)OCC1=CC=CC=C1)OCC1=CC=CC=C1)COCCCCCCCCBr (3R,4S,5S,6R)-2,3,4,5-tetrakis(benzyloxy)-6-(((8-bromooctyl)oxy)methyl)tetrahydro-2H-pyran